CC1=NC=NC=C1C(=O)NCC=1C=C2C(=C(NC2=CC1)C1=C(C=NC=C1)C)C 4-methyl-N-[[3-methyl-2-(3-methyl-4-pyridyl)-1H-indol-5-yl]methyl]pyrimidine-5-carboxamide